F[Sb-](F)(F)(F)(F)F.C1(=CC=CC=C1)SC1=CC=CC=C1 phenylsulfide hexafluoroantimonate